Cl.FC1=C(C=C(OC2CC(C2)N)C=C1)C(F)(F)F (1r,3r)-3-(4-fluoro-3-(trifluoromethyl)phenoxy)cyclobutane-1-amine hydrochloride